dodecane-1,12-diyl bis(3-((2-(dimethylamino)ethyl)thio)-4-(3-((2-(dimethylamino)ethyl)thio)-4-methylpentyl)cyclohexanecarboxylate) CN(CCSC1CC(CCC1CCC(C(C)C)SCCN(C)C)C(=O)OCCCCCCCCCCCCOC(=O)C1CC(C(CC1)CCC(C(C)C)SCCN(C)C)SCCN(C)C)C